6-(3-(ethylsulfonyl)-5-(1-methyl-3-(trifluoromethyl)-1H-pyrazol-5-yl)pyridin-2-yl)-2-(trifluoromethyl)pyrazolo[1,5-a]pyrimidine C(C)S(=O)(=O)C=1C(=NC=C(C1)C1=CC(=NN1C)C(F)(F)F)C=1C=NC=2N(C1)N=C(C2)C(F)(F)F